3-methyl-5-tetradecene CC(CC)CC=CCCCCCCCC